COC1=NC(=NN2C1=C(C=C2)C2=CC=1N(C=C2)N=CC1)NC1CCC(CC1)(O)C (1s,4s)-4-((4-methoxy-5-(pyrazolo[1,5-a]pyridin-5-yl)pyrrolo[2,1-f][1,2,4]triazin-2-yl)amino)-1-methylcyclohexan-1-ol